5-(2-nitrophenyl)Azole-4-carboxamide [N+](=O)([O-])C1=C(C=CC=C1)C1=C(C=CN1)C(=O)N